NC1=NC=C(C=C1)P(C1=CC=CC=C1)C1=CC=CC=C1 2-amino-5-diphenylphosphinopyridine